(2S)-5-hydroxy-7-methoxy-8-[(E)-3-oxo-1-butenyl]flavanone OC1=C2C(C[C@H](OC2=C(C(=C1)OC)\C=C\C(C)=O)C1=CC=CC=C1)=O